1-(2-chloroethyl)imidazolidinone trans-ethyl-2-((6-bromo-3-nitropyridin-2-yl)(4-(cyclopropyl(2-((2-(trimethylsilyl)ethoxy)methoxy)phenyl)amino)cyclohexyl)amino)acetate C(C)OC(CN([C@@H]1CC[C@H](CC1)N(C1=C(C=CC=C1)OCOCC[Si](C)(C)C)C1CC1)C1=NC(=CC=C1[N+](=O)[O-])Br)=O.ClCCN1C(NCC1)=O